2-[tert-butyl(dimethyl)silyl]oxyacetaldehyde [Si](C)(C)(C(C)(C)C)OCC=O